COC(C1=C(C=CC=C1)NC(C)C=1C=C(C=C2C(N(C(=NC12)N1CCOCC1)C)=O)F)=O.NC1=CC(=C(C(=C1)C1=CC=CC=C1)OC)C1=CC=CC=C1 4-amino-2,6-diphenyl-anisole methyl-2-[1-(6-fluoro-3-methyl-2-morpholino-4-oxo-quinazolin-8-yl)ethylamino]benzoate